BrC1=CC(=C(C=C1)C1(CC1)O)CO 1-(4-Bromo-2-(hydroxymethyl)phenyl)cyclopropane-1-ol